NC1=NC=2CCN(CC2C(=C1C#N)C1=C(N(C(=C1)C#N)C)C)C(=O)C1CC1 2-amino-4-(5-cyano-1,2-dimethyl-1H-pyrrol-3-yl)-6-cyclopropanecarbonyl-5,6,7,8-tetrahydro-1,6-naphthyridine-3-carbonitrile